prop-2-enyl 4-piperazine-1-ylbenzoate N1(CCNCC1)C1=CC=C(C(=O)OCC=C)C=C1